imidazole-5-carboxylate N1C=NC=C1C(=O)[O-]